ClC1=C(C(=O)OCC([C@H](C[C@H]2C(NCC2)=O)NC([C@@H](NC(=O)[C@@H]2OCCC2)CC(C)(C)C)=O)=O)C(=CC=C1)Cl (3S)-3-({4-methyl-N-[(2R)-tetrahydrofuran-2-ylcarbonyl]-L-leucyl}amino)-2-oxo-4-[(3S)-2-oxopyrrolidin-3-yl]butyl 2,6-dichlorobenzoate